Quinoline-2-carboxylic acid ethyl ester C(C)OC(=O)C1=NC2=CC=CC=C2C=C1